N=1NN=C2C1C=C(C(=C2)O)O 2H-benzotriazol-5,6-diol